tert-butyl 4-((4,6-dimethylbenzo[d]thiazol-2-yl)carbamoyl)piperidine-1-carboxylate CC1=CC(=CC2=C1N=C(S2)NC(=O)C2CCN(CC2)C(=O)OC(C)(C)C)C